S1C(=NC2=C1C=CC=C2)C2CCN(CC2)C2=C(C(N(C1=CC=CC=C21)C)=O)Br 4-[4-(1,3-benzothiazol-2-yl)piperidin-1-yl]-3-bromo-1-methylquinolin-2(1H)-one